CC1=C(C=NC=C1)C1=NOC=N1 (4-methylpyridin-3-yl)-1,2,4-oxadiazol